methyl 2-[4-[[2-(benzotriazol-1-yl)acetyl]-[(3,5-difluorophenyl)methyl]amino]phenyl]acetate N1(N=NC2=C1C=CC=C2)CC(=O)N(C2=CC=C(C=C2)CC(=O)OC)CC2=CC(=CC(=C2)F)F